C(C)(C)(C)C1C(CCCC1)OCC(CC)O 1-(2-t-butylcyclohexyloxy)-2-butanol